1-(4-(benzylamino)-2-chloropyrrolo[2,1-f][1,2,4]triazin-7-yl)ethan-1-ol C(C1=CC=CC=C1)NC1=NC(=NN2C1=CC=C2C(C)O)Cl